(3aR,5s,6aS)-N-Methyl-2-((2-methyl-6-(trifluoromethyl)pyridin-3-yl)sulfonyl)-N-((tetrahydro-2H-pyran-4-yl)methyl)octahydrocyclopenta[c]pyrrol-5-amine CN(C1C[C@@H]2[C@@H](CN(C2)S(=O)(=O)C=2C(=NC(=CC2)C(F)(F)F)C)C1)CC1CCOCC1